CC1=C(C=CC(=C1C)C1=CC=C(C=C1)C=1C(=NNC1C)C1=CC(=NC=C1)C)S(=O)(=O)N 2,3-dimethyl-4-[4-[5-methyl-3-(2-methyl-4-pyridyl)-1H-pyrazol-4-yl]phenyl]benzenesulfonamide